2-[7-(pyridin-2-yl)heptyl]isoindole-1,3-dione N1=C(C=CC=C1)CCCCCCCN1C(C2=CC=CC=C2C1=O)=O